lithium 4-chloro-1-(3-(difluoromethoxy)phenyl)-3-isopropyl-2-oxo-2,3-dihydro-1H-benzo[d]imidazole-5-carboxylate ClC1=C(C=CC=2N(C(N(C21)C(C)C)=O)C2=CC(=CC=C2)OC(F)F)C(=O)[O-].[Li+]